CN(C(=S)NC)C N,N,N'-trimethyl-thiourea